FC1=C(C(=O)NC2CN(CC2)C(=O)OC(C)(C)C)C(=CC(=C1)F)NC1=C(C=C(C=C1)I)F tert-butyl 3-(2,4-difluoro-6-((2-fluoro-4-iodophenyl)amino)benzamido)pyrrolidine-1-carboxylate